COC(=O)C1=C(C=NC=C1)NC[C@@H]1CCOC2=C1C=CC(=C2)N(C2=CC=C(C=C2)C(C)C)C 3-({[(4R)-7-{methyl-[4-(propan-2-yl)phenyl]amino}-3,4-dihydro-2H-1-benzopyran-4-yl]methyl}amino)pyridine-4-carboxylic acid methyl ester